C(C)OC(=O)[C@@H]1CNCCC1 (S)-3-piperidinecarboxylic acid ethyl ester